4-(4-butoxyphenoxy)butyric acid C(CCC)OC1=CC=C(OCCCC(=O)O)C=C1